COC=1C=NC=CC1NCC#CC=1N(C2=CC=CC(=C2C1)NC1CCS(CC1)(=O)=O)CC(F)(F)F 4-[(2-{3-[(3-methoxy-pyridin-4-yl)amino]prop-1-yn-1-yl}-1-(2,2,2-trifluoroethyl)-1H-indol-4-yl)amino]-1λ6-thiane-1,1-dione